3-(5-(4-(hydroxymethyl)thiazol-2-yl)-1,3,4-oxadiazol-2-yl)-2,2-dimethylpropionic acid methyl ester COC(C(CC=1OC(=NN1)C=1SC=C(N1)CO)(C)C)=O